C1(=CC=CC=C1)CC(C(=O)O)N1C=C(C=C1)C1=CC=CC=C1 3-phenyl-2-(3-phenyl-1H-pyrrole-1-yl)propanoic acid